FC1=CC=C(C=C1)C1COC2=CC(=CC=C2C1=O)OCC(NCCOCCOCCOCCOCCC(NCC(C[N+]1=CN(C=C1)CC(P(=O)(O)O)(P(=O)(O)O)O)O)=O)=O 3-(1-((3-(4-fluorophenyl)-4-oxochroman-7-yl)oxy)-21-hydroxy-2,18-dioxo-6,9,12,15-tetraoxa-3,19-diazadocosan-22-yl)-1-(2-hydroxy-2,2-diphosphonoethyl)-1H-imidazol-3-ium